N-isopropyl-purin-6-amine C(C)(C)NC1=C2NC=NC2=NC=N1